C(C)(=O)OC1(CCCCC1)C(=O)C METHYL 1-ACETOXYCYCLOHEXYL KETONE